ClC1=C(C=C2C=C(N=CC2=C1)NC(=O)[C@H]1[C@@H]([C@@H]1C=1C=NN(C1)C)C)C1CCN(CC1)[C@]1(COC[C@H]1F)C (1S,2R,3S)-N-(7-chloro-6-(1-((3S,4S)-4-fluoro-3-methyltetrahydrofuran-3-yl)piperidin-4-yl)isoquinolin-3-yl)-2-methyl-3-(1-methyl-1H-pyrazol-4-yl)cyclopropane-1-carboxamide